CC1=CC=C(C=C1)S(=O)(=O)OCCOS(=O)(=O)C2=CC=C(C=C2)C 1,2-bis(p-toluenesulfonyloxy)ethane